FC=1C=C(C(=O)OC)C=CC1[N+](=O)[O-] methyl 3-fluoro-4-nitrobenzoate